CC(CC(CC1=CC=CC=C1)O)C 4-methyl-1-phenylpentan-2-ol